CC1=C(SC(=C1)C1=CC=C(C=C1)CN1C(CCCC1)=O)C(=O)N1C[C@H](CC1)NC(OC(C)(C)C)=O tert-butyl (S)-1-{3-methyl-5-[4-(2-oxopiperidin-1-ylmethyl)phenyl]thiophene-2-carbonyl}pyrrolidin-3-ylcarbamate